FC1=C(C=C(C=C1)C1=NN(C=C1)C)CNC1=NN2C(NC(=CC2=O)C(F)(F)F)=N1 2-[[2-fluoro-5-(1-methylpyrazol-3-yl)phenyl]methylamino]-5-(trifluoromethyl)-4H-[1,2,4]triazolo[1,5-a]pyrimidin-7-one